(S)-1-chloro-3-(4-(2-(4-((S)-2-hydroxy-3-(5-(hydroxymethyl)-1H-1,2,3-triazol-1-yl)propoxy)phenyl)propan-2-yl)-2-iodophenoxy)propan-2-ol ClC[C@H](COC1=C(C=C(C=C1)C(C)(C)C1=CC=C(C=C1)OC[C@H](CN1N=NC=C1CO)O)I)O